CN(C1CCN(CC1)C1=C(C=C(C=C1)C(F)(F)F)[N+](=O)[O-])C N,N-dimethyl-1-(2-nitro-4-(trifluoromethyl)phenyl)piperidin-4-amine